4-(1-methyl-1H-indazole-5-carbonyl)-piperidine CN1N=CC2=CC(=CC=C12)C(=O)C1CCNCC1